4-Methyl-S-(pyrazinyl)-3H-1,2-dithiole-3-thione CC=1C(SSC1)=SC1=NC=CN=C1